2-(1-(cyclopropylmethyl)-7-((5-oxopyrrolidin-3-yl)methoxy)-1H-indol-2-yl)-4-fluoro-3-methylpyrazolo[1,5-a]pyridine-6-carboxylic acid C1(CC1)CN1C(=CC2=CC=CC(=C12)OCC1CNC(C1)=O)C1=NN2C(C(=CC(=C2)C(=O)O)F)=C1C